CC1=CC=C(C=C1)S(=O)(=O)N(C1CCN(CC1)CC1=C(C=CC(=C1)Br)OCC1=CC=C(C=C1)Cl)CC=C 4-methyl-N-allyl-N-(1-(5-bromo-2-(p-chlorobenzyl-oxy)benzyl)-4-piperidinyl)benzenesulfonamide